OC=C1C(=C(C(=C1O)O)O)O pentahydroxyfulvene